BrC1=C2C=C(C(N(C2=CC=C1)C)=O)C(=O)NC1=NC=C(C=N1)F 5-Bromo-N-(5-fluoropyrimidin-2-yl)-1-methyl-2-oxo-quinoline-3-carboxamide